C12(CC1)C1CC(O2)(C1)C(=O)O 3-oxaspiro[bicyclo[2.1.1]hexane-2,1'-cyclopropane]-4-carboxylic acid